FC1=C(C=CC=C1)N1C(N([C@H](C1)C#N)C1=CN=CC2=CC=CC=C12)=O (R)-1-(2-fluorophenyl)-3-(isoquinolin-4-yl)-2-oxoimidazoline-4-carbonitrile